diisopropylaluminum Hydride C(C)(C)[AlH]C(C)C